7-bromo-2-(tetrahydrofuran-2-yl)-1-(p-tolyl)-9H-pyrrolo[1,2-a]indol-9-one BrC1=CC=2C(C=3N(C2C=C1)C=C(C3C3=CC=C(C=C3)C)C3OCCC3)=O